Cinnamoyl-Sinapoyl-putrescine C(C=CC1=CC=CC=C1)(=O)N(CCCCN)C(\C=C\C1=CC(OC)=C(O)C(OC)=C1)=O